FC(C1=CC=C(C=C1)S(=O)(=O)[O-])(F)F 4-Trifluoromethylbenzenesulfonate